Methoxy-Hex-4-Ynoic Acid COC(C(=O)O)CC#CC